CC1=CC=C(C=C1)S(=O)(=O)OCCCOC1=CC=C(C=C1)N1C(N(C(C1(C)C)=O)C1=CC(=C(C=C1)C#N)C(F)(F)F)=S.[P] Mono-phosphorus 3-(4-(3-(4-Cyano-3-(trifluoromethyl)phenyl)-5,5-dimethyl-4-oxo-2-thioxoimidazolidin-1-yl)phenoxy)propyl 4-methylbenzenesulfonate